7-bromo-6-chloro-N-[5-(2,2-difluoroethyl)-4-methoxy-pyrimidin-2-yl]-1H-indole-3-sulfonic acid amide BrC=1C(=CC=C2C(=CNC12)S(=O)(=O)NC1=NC=C(C(=N1)OC)CC(F)F)Cl